C(C)OC=1C=C(C=CC1C=1NC(C2=C(N1)NN=N2)=O)C2=C(C(=CC=C2)C(=O)O)C 3'-ethoxy-2-methyl-4'-(7-oxo-6,7-dihydro-3H-[1,2,3]triazolo[4,5-d]pyrimidin-5-yl)-[1,1'-biphenyl]-3-carboxylic acid